(S)-2-(1-((4-ethoxy-3-(1-methyl-7-oxo-3-propyl-6,7-dihydro-1H-pyrazolo[4,3-d]pyrimidin-5-yl) phenyl) sulfonyl) piperidin-4-yl)-2-hydroxyethyl nitrate [N+](=O)(OC[C@@H](O)C1CCN(CC1)S(=O)(=O)C1=CC(=C(C=C1)OCC)C=1NC(C2=C(N1)C(=NN2C)CCC)=O)[O-]